C(C)(C)(CC)NC[SiH3] t-pentylaminomethylsilane